C1(=CC=CC=C1)CC(CC(=O)O)=O phenyl-acetoacetic acid